(1S,2S)-N-(8-amino-6-((S)-4-methyl-2-oxooxazolidin-3-yl)isoquinolin-3-yl)-2-fluorocyclopropane-1-carboxamide NC=1C=C(C=C2C=C(N=CC12)NC(=O)[C@H]1[C@H](C1)F)N1C(OC[C@@H]1C)=O